CN(CCCCCCCCCCCC)C N,N-dimethyl-1-dodecanamine